tert-Butyl N-[3-[[2-[[tert-butyl(dimethyl)silyl]oxymethyl]-7-fluoro-2,3-dihydro-1H-inden-5-yl]oxy]-1-(methylamino)-1-oxopropan-2-yl]carbamate [Si](C)(C)(C(C)(C)C)OCC1CC2=C(C=C(C=C2C1)OCC(C(=O)NC)NC(OC(C)(C)C)=O)F